(S)-2-(6-(4-chlorophenyl)-8-methoxy-1-methyl-4H-benzo[f][1,2,4]triazolo[4,3-a][1,4]diazepin-4-yl)-N-(3,4-dihydroxyphenethyl)acetamide ClC1=CC=C(C=C1)C1=N[C@H](C=2N(C3=C1C=C(C=C3)OC)C(=NN2)C)CC(=O)NCCC2=CC(=C(C=C2)O)O